FC1=CC=CC=2C3CC[C@@]4(C(\C(\[C@H](C4C3CCC12)CCC(=O)NC1=NC=CC(=C1)C)=C/O)=O)C 3-((13S,15S,Z)-4-fluoro-16-(hydroxymethylene)-13-methyl-17-oxo-7,8,9,11,12,13,14,15,16,17-decahydro-6H-cyclopenta[a]phenanthren-15-yl)-N-(4-methylpyridin-2-yl)propanamide